C(C)(C)(C)OC=1C=C2C(=NNC2=CC1)C1=CC(=NC=N1)N1C[C@@H](N(CC1)C(=O)OCC1=CC=CC=C1)C benzyl (2S)-4-[6-(5-tert-butoxy-1H-indazol-3-yl)pyrimidin-4-yl]-2-methyl-piperazine-1-carboxylate